ClC1=NC=C2C=CN=C(C2=C1)C=1C(=C2C=NNC2=CC1)C 7-chloro-1-(4-methyl-1H-indazol-5-yl)-2,6-naphthyridine